C(C)N1C[C@H]2[C@@H](CC1)CCN2C2=CC=C(N=N2)C2=C(C=CC=C2C(F)(F)F)O |r| 2-[6-[rac-(3aS,7aR)-6-ethyl-3,3a,4,5,7,7a-hexahydro-2H-pyrrolo[2,3-c]pyridin-1-yl]pyridazin-3-yl]-3-(trifluoromethyl)phenol